The molecule is a disaccharide consisting beta-D-glucosyl and D-gluconic acid residues joined by a (1->4)-linkage. It has a role as a metabolite. It is a disaccharide and a carbohydrate acid. It derives from a cellobiose. It is a conjugate acid of a cellobionate. C([C@@H]1[C@H]([C@@H]([C@H]([C@@H](O1)O[C@H]([C@@H](CO)O)[C@@H]([C@H](C(=O)O)O)O)O)O)O)O